1-acetyl-1H-benzotriazole C(C)(=O)N1N=NC2=C1C=CC=C2